1,2-ethandithiol C(CS)S